(R)-(2-(4-(6-methoxy-3,4,8-trimethyl-2-oxo-1,2-dihydroquinolin-5-yl)phenyl)propyl)carbamic acid tert-butyl ester C(C)(C)(C)OC(NC[C@H](C)C1=CC=C(C=C1)C1=C2C(=C(C(NC2=C(C=C1OC)C)=O)C)C)=O